S(=O)(=O)(O)C1=CC=C(C)C=C1.NN1C(CCC1)=O 1-aminopyrrolidin-2-one tosylate salt